N[C@@H](CNC(C=1C=CC2=C(N=C(O2)C(C2CCC(CC2)(F)F)NC(OCC2=CC=CC=C2)=O)C1)C1COC1)C(F)(F)F benzyl ((5-((((S)-2-amino-3,3,3-trifluoropropyl)amino)(oxetan-3-yl)methyl)benzo[d]oxazol-2-yl)(4,4-difluorocyclohexyl)methyl)carbamate